C(C)OCN1C=NC(=C1)C1(CC1)NC(OC(C)(C)C)=O tert-butyl N-[1-[1-(ethoxymethyl)imidazol-4-yl]cyclopropyl]carbamate